tert-butyl 8-(5-phenyl-4,5-dihydro-1H-pyrazole-1-carbonyl)-3-azabicyclo[3.2.1]octane-3-carboxylate C1(=CC=CC=C1)C1CC=NN1C(=O)C1C2CN(CC1CC2)C(=O)OC(C)(C)C